The molecule is a bromoamino acid that is L-tyrosine carrying bromo- substituents at positions C-3 and C-5 of the benzyl group. It has a role as an antithyroid drug and a human xenobiotic metabolite. It is a dihalogenated L-tyrosine, a non-proteinogenic L-alpha-amino acid and a bromoamino acid. C1=C(C=C(C(=C1Br)O)Br)C[C@@H](C(=O)O)N